ClC=1C=C2C=C(NC2=CC1)CNC(N(C1CN(CCC1)C(=O)C1NC(CC1)=O)C)=O 3-[(5-chloro-1H-indol-2-yl)methyl]-1-methyl-1-[1-(5-oxopyrrolidine-2-carbonyl)piperidin-3-yl]urea